FC=1C=C(C=CC1)C=1C(=NC2=CC=CC=C2N1)C(=O)N (3-fluorophenyl)quinoxaline-2-carboxamide